S1C(=CC=C1)NC(C1=CN=CC=C1)=O N-(Thiophen-2-yl)nicotinamide